FC(C[C@@H](OCC1=CC=C(C=C1)OC)C)CI 1-[[(1S)-3-fluoro-4-iodo-1-methyl-butoxy]methyl]-4-methoxy-benzene